2-[3-(4-piperidylmethyl)azetidin-1-yl]phenol N1CCC(CC1)CC1CN(C1)C1=C(C=CC=C1)O